2-(7-Chloro-1H-benzo[d]imidazole-2-carbonyl)-1,2,3,4-tetrahydropyrrolo[1,2-a]pyrazine-6-carbonitrile ClC1=CC=CC2=C1NC(=N2)C(=O)N2CC=1N(CC2)C(=CC1)C#N